5-({2-[4-{5-Chloro-2-[1-(2,2,2-trifluoroethyl)-1H-pyrazol-4-yl]phenyl}-5-methoxy-2-oxopyridin-1(2H)-yl]-4-methoxybutanoyl}amino)-N-methylpyridine-2-carboxamide ClC=1C=CC(=C(C1)C1=CC(N(C=C1OC)C(C(=O)NC=1C=CC(=NC1)C(=O)NC)CCOC)=O)C=1C=NN(C1)CC(F)(F)F